C(CN(C(=NCCCCCCCCC)NC(=N)N)C1=CC=CC=C1)N(C(=NCCCCCCCCC)NC(=N)N)C1=CC=CC=C1 ethylenebis(nonylphenylbiguanide)